2',3'-dideoxy-2'-beta-fluoroadenosine C1C(OC(C1F)N2C=NC3=C(N=CN=C32)N)CO